ClC1=C(C=C(C2=CC=CC=C12)Cl)C 1,4-bis-chloro-methyl-naphthalene